Cl.NC=1N(C2=C(N1)C=C(C=C2C#N)C(C)C=2C=NC=CC2)C 2-amino-3-methyl-6-[1-(3-pyridyl)ethyl]benzimidazole-4-carbonitrile hydrochloride